CC1(C(C=CC=C1)(C1=CC=C(C=C1)SC)[PH2]=O)C 2-methyl-1-(4-methylthiophenyl)-2-methyl-phenyl-phosphine oxide